C(CCCCCCCC(=O)[O-])(=O)[O-].[Na+].[Na+] disodium nonanedioate